3-(5-Carboxypentoxy)-8,8-dimethyl-6-(N-methyl-4-sulfonato-anilino)-7H-xanthen-10-ium-2-sulfonat C(=O)(O)CCCCCOC=1C(=CC2=CC=3C(CC(=CC3[O+]=C2C1)N(C1=CC=C(C=C1)S(=O)(=O)[O-])C)(C)C)S(=O)(=O)[O-]